C(C)(C)(C)[S@](=O)N[C@]1(CCC2=CC=CC(=C12)F)CC(=O)O 2-((R)-1-(((S)-tert-butylsulfinyl)amino)-7-fluoro-2,3-dihydro-1H-inden-1-yl)acetic acid